2-(3-((4-(tert-butyl)cyclohexyl)oxy)-5-fluorophenyl)-4,4,5,5-tetramethyl-1,3,2-dioxaborolane C(C)(C)(C)C1CCC(CC1)OC=1C=C(C=C(C1)F)B1OC(C(O1)(C)C)(C)C